FC1=C(C#N)C=CC(=C1)N1N=C(C=C1C)C(F)(F)F 2-fluoro-4-[5-methyl-3-(trifluoromethyl)-1H-pyrazol-1-yl]benzonitrile